N-ethyl-4-[5-(1-ethylpyrazol-4-yl)benzimidazol-1-yl]-2-hydroxy-6-methoxy-benzamide C(C)NC(C1=C(C=C(C=C1OC)N1C=NC2=C1C=CC(=C2)C=2C=NN(C2)CC)O)=O